BrC1=C(C=CC=2N=CSC21)OC 7-bromo-6-methoxybenzo[d]thiazole